tert-butyl (4-((2-(3-cyanopyrrolidin-1-yl)pyridin-4-yl)oxy)-2-fluorophenyl)carbamate C(#N)C1CN(CC1)C1=NC=CC(=C1)OC1=CC(=C(C=C1)NC(OC(C)(C)C)=O)F